6-amino-5-(4-phenoxyphenyl)-pyrimidin NC1=C(C=NC=N1)C1=CC=C(C=C1)OC1=CC=CC=C1